(2R,4S)-4-fluoro-2-[5-fluoro-2-(methylthio)phenyl]pyrrolidine-1-carboxylic acid tert-butyl ester C(C)(C)(C)OC(=O)N1[C@H](C[C@@H](C1)F)C1=C(C=CC(=C1)F)SC